tert-butyl (2-(2-(3,5-dichlorophenyl)benzo[d]oxazole-6-carboxamido)ethyl)(methyl)carbamate ClC=1C=C(C=C(C1)Cl)C=1OC2=C(N1)C=CC(=C2)C(=O)NCCN(C(OC(C)(C)C)=O)C